2,2-Dimethylmalonic acid CC(C(=O)O)(C(=O)O)C